N1(CCC1)C1=NC=NC(=C1C1=NC=C2C(=N1)N(N=C2)CC2=CC=C(C=C2)C=2N(C=C(N2)C(F)(F)F)C)C2CC2 6-(4-(azetidin-1-yl)-6-cyclopropylpyrimidin-5-yl)-1-(4-(1-methyl-4-(trifluoromethyl)-1H-imidazol-2-yl)benzyl)-1H-pyrazolo[3,4-d]pyrimidine